N-(4-bromopyridin-2-yl)prop-2-enamide BrC1=CC(=NC=C1)NC(C=C)=O